1,4-bis(p-toluenesulfonyloxy)-9,10-anthraquinone CC1=CC=C(C=C1)S(=O)(=O)OC1=CC=C(C=2C(C3=CC=CC=C3C(C12)=O)=O)OS(=O)(=O)C1=CC=C(C)C=C1